7-(1-methyl-1H-pyrazol-4-yl)-3,4-dihydroisoquinolin-1(2H)-one CN1N=CC(=C1)C1=CC=C2CCNC(C2=C1)=O